3-(2-Hydroxyethyl)-1-(2-(pyrimidin-5-yl)ethyl)imidazoline-2,4-dione OCCN1C(N(CC1=O)CCC=1C=NC=NC1)=O